(3R)-3-(4-Chlorophenyl)-2-[(5-chloropyridin-2-yl)methyl]-6-[2-hydroxy-1-(morpholin-4-yl)propan-2-yl]-3-methoxy-2,3-dihydro-1H-isoindol-1-on ClC1=CC=C(C=C1)[C@@]1(N(C(C2=CC(=CC=C12)C(CN1CCOCC1)(C)O)=O)CC1=NC=C(C=C1)Cl)OC